1,4-dicyclohexyl-1H-imidazole C1(CCCCC1)N1C=NC(=C1)C1CCCCC1